N-[rac-(6S)-2-cyclopropyl-4-methyl-5-oxo-7,8-dihydro-6H-pyrazolo[1,5-a][1,3]diazepin-6-yl]-1-[rac-(1S)-1-(4-fluorophenyl)ethyl]-1,2,4-triazole-3-carboxamide C1(CC1)C1=NN2C(N(C([C@H](CC2)NC(=O)C2=NN(C=N2)[C@@H](C)C2=CC=C(C=C2)F)=O)C)=C1 |r|